5-{2-acetamidoimidazo[1,2-b]pyridazin-6-yl}-2-methoxy-N-(3-phenylbutyl)pyridine-3-carboxamide C(C)(=O)NC=1N=C2N(N=C(C=C2)C=2C=C(C(=NC2)OC)C(=O)NCCC(C)C2=CC=CC=C2)C1